((3S,7aS)-7a-((trityloxy)methyl)hexahydro-1H-pyrrolizin-3-yl)methanol C(C1=CC=CC=C1)(C1=CC=CC=C1)(C1=CC=CC=C1)OC[C@]12CCCN2[C@@H](CC1)CO